O1COC2=C1C=C1C(=C2)C=C2C(C(CO2)=O)=C1 benzofuro[6,5-f][1,3]benzodioxol-8-one